(Z)-benzyl amino(methylthio)methylenecarbamate N/C(/SC)=N/C(OCC1=CC=CC=C1)=O